Benzyl 3-(trifluoromethyl)[1,4'-bipiperidine]-1'-carboxylate FC(C1CN(CCC1)C1CCN(CC1)C(=O)OCC1=CC=CC=C1)(F)F